NC(CCC=1C(=O)NC(C1)=O)CC gamma-aminopentyl-maleimide